3-morpholino-2,3-dihydro-1H-inden-5-yl-benzamide O1CCN(CC1)C1CCC2=CC=C(C=C12)C1=C(C(=O)N)C=CC=C1